ClC=1C=C2C(=NC(=NC2=C(C1C1=C(C(=CC(=N1)N)C)C(F)(F)F)F)OCC12C(N(CCC1)C)CCC2)N2CC1CCC(C2)N1 6-(6-chloro-4-{3,8-diazabicyclo[3.2.1]octan-3-yl}-8-fluoro-2-({1-methyl-octahydro-1H-cyclopenta[b]pyridin-4a-yl}methoxy)quinazolin-7-yl)-4-methyl-5-(trifluoromethyl)pyridin-2-amine